(R)-5-[4-Amino-2-(N-(2-amino-1-methyl-2-oxoethyl)-3,4-difluoro-anilino)thiazol-5-carbonyl]-N-(1-methylcyclobutyl)isoxazol-3-carboxamid NC=1N=C(SC1C(=O)C1=CC(=NO1)C(=O)NC1(CCC1)C)N(C1=CC(=C(C=C1)F)F)[C@@H](C(=O)N)C